PYRAZIN-2,3-DION N=1C(C(N=CC1)=O)=O